N-((6-(4-fluorophenyl)-4-(4-methyl-1H-pyrazol-1-yl)pyridin-3-yl)methyl)acrylamide FC1=CC=C(C=C1)C1=CC(=C(C=N1)CNC(C=C)=O)N1N=CC(=C1)C